CN1N=C(C=C1C)NC1=NC=C(C(=N1)C1=CNC2=C(C=CC=C12)NC(CN1C[C@H](CC1)OC1=NC=CC(=N1)N(C)C)=O)C (S)-N-(3-(2-((1,5-dimethyl-1H-pyrazol-3-yl)amino)-5-methylpyrimidin-4-yl)-1H-indol-7-yl)-2-(3-((4-(dimethylamino)pyrimidin-2-yl)oxy)pyrrolidin-1-yl)acetamide